NC1=NC=CC(=C1Cl)SC=1C=2N(C(=NC1)N1CCC3([C@@H](CN(C3)C3=CC(=NC=C3)Cl)N)CC1)C=CN2 (S)-8-(8-((2-amino-3-chloropyridin-4-yl)thio)imidazo[1,2-c]pyrimidin-5-yl)-2-(2-chloropyridin-4-yl)-2,8-diazaspiro[4.5]decan-4-amine